3,4-dimethyl-fluorobenzene CC=1C=C(C=CC1C)F